10-{[(tert-butyldimethylsilyl)oxy]methyl}-4-methyl-8,11-dioxa-2,6-diazatricyclo[7.2.1.0{2,7}]dodeca-3,6-dien-5-one [Si](C)(C)(C(C)(C)C)OCC1C2OC3=NC(C(=CN3C(O1)C2)C)=O